N-((3-fluoropyridin-2-yl)methyl)-2-(1-(2-(1-(2-methoxyethyl)-1H-benzo[d]imidazol-2-yl)ethyl)azetidin-3-yl)oxazolo[4,5-c]pyridin-4-amine FC=1C(=NC=CC1)CNC1=NC=CC2=C1N=C(O2)C2CN(C2)CCC2=NC1=C(N2CCOC)C=CC=C1